benzyl-(2-hydroxypropyl)-dimethyl-ammonium propionate C(CC)(=O)[O-].C(C1=CC=CC=C1)[N+](C)(C)CC(C)O